(S)-5-(1H-imidazol-1-yl)-2-(3-(3-isopropylpiperazin-1-yl)-1,2,4-triazin-6-yl)phenol N1(C=NC=C1)C=1C=CC(=C(C1)O)C1=CN=C(N=N1)N1C[C@@H](NCC1)C(C)C